(R)-1-(5-cyano-4-methyl-2-oxo-1,2-dihydroquinolin-3-yl)-N-(1-(5-cyanopyrimidin-2-yl)ethyl)cyclopropane-1-carboxamide C(#N)C1=C2C(=C(C(NC2=CC=C1)=O)C1(CC1)C(=O)N[C@H](C)C1=NC=C(C=N1)C#N)C